dideuterio-[5-[dideuterio(hydroxy)methyl]-2-furyl]methanol [2H]C(O)(C=1OC(=CC1)C(O)([2H])[2H])[2H]